(4-methyl-2-(2H-1,2,3-triazol-2-yl)phenyl)((1S,4S,6R)-6-((5-(trifluoromethyl)pyridin-2-yl)amino)-2-azabicyclo[2.2.1]heptan-2-yl)methanone CC1=CC(=C(C=C1)C(=O)N1[C@@H]2[C@@H](C[C@H](C1)C2)NC2=NC=C(C=C2)C(F)(F)F)N2N=CC=N2